CC1=C(CC2=CC(=C(C=C2)O)C(F)(F)F)C(=CC(=C1)[N+](=O)[O-])C 4-(2,6-Dimethyl-4-nitrobenzyl)-2-(trifluoromethyl)phenol